3-methyl-3-(methylsulfonyl)but-1-yn CC(C#C)(C)S(=O)(=O)C